[(2R,3R,5R)-5-[[bis(4-methoxyphenyl)-phenyl-methoxy]methyl]-2-(2,4-dioxopyrimidin-1-yl)-4-hydroxy-tetrahydrofuran-3-yl] acetate C(C)(=O)O[C@H]1[C@@H](O[C@@H](C1O)COC(C1=CC=CC=C1)(C1=CC=C(C=C1)OC)C1=CC=C(C=C1)OC)N1C(NC(C=C1)=O)=O